C1(CC1)C(=O)N1CCN(CC1)C(=O)C=1C=NC2=CC(=CC=C2C1N1CCC(CC1)(C#N)C)OC 1-(3-(4-(cyclopropanecarbonyl)piperazine-1-carbonyl)-7-methoxyquinolin-4-yl)-4-methylpiperidine-4-carbonitrile